ethoxy-N-((1s,4s)-4-((7-morpholino-1,6-naphthyridin-5-yl)oxy)cyclohexyl)pyridazin-3-amine C(C)OC1=C(N=NC=C1)NC1CCC(CC1)OC1=C2C=CC=NC2=CC(=N1)N1CCOCC1